N-(4-Amino-1H-pyrazolo[4,3-c]pyridin-7-yl)-2-oxo-2-[rac-(2R,5S)-2-(1-ethylindazol-5-yl)-5-methyl-1-piperidyl]acetamide NC1=NC=C(C2=C1C=NN2)NC(C(N2[C@H](CC[C@@H](C2)C)C=2C=C1C=NN(C1=CC2)CC)=O)=O |r|